2-((2S)-1-acryloyl-4-(2'-(((S)-1-methylpyrrolidin-2-yl)methoxy)-3,4,5',6'-tetrahydro-2H-spiro[naphthalene-1,7'-pyrano[2,3-d]pyrimidin]-4'-yl)piperazin-2-yl)acetonitrile C(C=C)(=O)N1[C@H](CN(CC1)C=1C2=C(N=C(N1)OC[C@H]1N(CCC1)C)OC1(CC2)CCCC2=CC=CC=C21)CC#N